BrC1=CC2=C(C=3N(CCO2)C=C(N3)N3C(OC[C@H]3CF)=O)C=C1 (S)-3-(9-Bromo-5,6-dihydrobenzo[f]imidazo[1,2-d][1,4]oxazepin-2-yl)-4-(fluoromethyl)oxazolidin-2-one